FC(C(=O)O)(F)F.OCC=1C=C(C=NC1)C#N 5-(hydroxymethyl)pyridine-3-carbonitrile trifluoroacetate